N1N=CC(=C1)C=1C2=C(C(=NC1)NCC=1C=C(C(=O)O)C=C(C1)F)CCO2 3-(((7-(1H-Pyrazol-4-yl)-2,3-dihydrofuro[3,2-c]pyridin-4-yl)amino)methyl)-5-fluorobenzoic acid